ClC1=CC(=C(C=C1Cl)[C@H](NC(C)=O)C1CCNCC1)O N-[(R)-(4,5-dichloro-2-hydroxyphenyl)(piperidin-4-yl)methyl]acetamide